2-Amino-4-sulfamoylbenzoic acid NC1=C(C(=O)O)C=CC(=C1)S(N)(=O)=O